FC([C@@H](O)C1=CC=C(C=C1)C(F)(F)F)(F)F (S)-2,2,2-trifluoro-1-(4-(trifluoromethyl)phenyl)ethan-1-ol